C[C@@H]1CN(C[C@H]2N1C[C@@H](C2)NC2=CC=C1C(=N2)CN[C@@H]1C)C1=C2C=CC=NC2=C(C=C1)C#N 5-[(4R,7R,8aS)-4-methyl-7-[[(5R)-5-methyl-6,7-dihydro-5H-pyrrolo[3,4-b]pyridin-2-yl]amino]-3,4,6,7,8,8a-hexahydro-1H-pyrrolo[1,2-a]pyrazin-2-yl]quinoline-8-carbonitrile